FC(C=1C=C(C=CC1N)C1=CC(=C(C=C1)N)C(F)(F)F)(F)F 3,3'-bis(trifluoromethyl)-[1,1'-biphenyl]-4,4'-diamine